NC(C(=O)O)C=1N=CN(C1)C amino(1-methyl-1H-imidazol-4-yl)acetic acid